C(C1=CC=CC=C1)OC([C@@H](CC1=CC=C(C=C1)C=1CCOCC1)OC([C@H](CC(C)(C)F)N(C)C(=O)OC(C)(C)C)=O)=O (2R)-1-(benzyloxy)-3-[4-(3,6-dihydro-2H-pyran-4-yl) phenyl]-1-oxopropan-2-yl-(2S)-2-[[(tert-butoxy) carbonyl] (methyl) amino]-4-fluoro-4-methylpentanoate